CN1CCN(CCC1)CC1=CC=C(C=C1)[C@H]1COC=2C(=NC=CC2)O1 (3S)-3-(4-[(4-methyl-1,4-diazepan-1-yl)methyl]phenyl)-2,3-dihydro[1,4]dioxino{2,3-b}pyridine